1-tetradecyl-3-methylimidazole theophylline salt N1(C)C(=O)N(C)C=2N=CNC2C1=O.C(CCCCCCCCCCCCC)N1CN(C=C1)C